(2R)-2-Amino-4,4-dimethyl-N-[5-[2-(trifluoromethyl)-1H-pyrrolo[2,3-b]pyridin-4-yl]-2-pyridyl]pentanamide N[C@@H](C(=O)NC1=NC=C(C=C1)C1=C2C(=NC=C1)NC(=C2)C(F)(F)F)CC(C)(C)C